4-fluoro-5-methoxy-7-methyl-8,14-dioxa-10,19,20-triazatetracyclo[13.5.2.12,6.018,21]tricosa-1(20),2(23),3,5,15(22),16,18(21)-heptaen-9-one FC1=CC=2C3=NNC=4C=CC(OCCCNC(OC(C(=C1OC)C2)C)=O)=CC34